BrC1=CC=NC(=C1C(=O)O)NC1CCCCC1 4-bromo-2-(cyclohexylamino)nicotinic acid